BrC=1C(=C(C=CC1)C=1C=NN(C1)C(C)C1=CC=NC=C1)F 4-(1-(4-(3-bromo-2-fluorophenyl)-1H-pyrazol-1-yl)ethyl)pyridine